N-(2-(5-methoxy-1H-indol-3-yl)ethyl)-N-methylcyclopropanamine COC=1C=C2C(=CNC2=CC1)CCN(C1CC1)C